4,8-dibromo-benzo[1,2-b:4,5-b']Difuran BrC1=C2C(OC=C2)=C(C2=C1OC=C2)Br